4-(2-acryloyl-2,6-diazaspiro[3.4]octan-6-yl)-2-(4-((dimethylamino)meth-yl)piperidin-1-yl)-6-(5-methyl-1H-indazol-4-yl)pyrimidine C(C=C)(=O)N1CC2(C1)CN(CC2)C2=NC(=NC(=C2)C2=C1C=NNC1=CC=C2C)N2CCC(CC2)CN(C)C